3-[3-methyl-2-oxo-5-[3-(4-piperidinyloxy)propyl]Benzimidazol-1-yl]Piperidine-2,6-dione CN1C(N(C2=C1C=C(C=C2)CCCOC2CCNCC2)C2C(NC(CC2)=O)=O)=O